[2-(ethylthio)propyl]-3-hydroxy-2-cyclohexen-1-one C(C)SC(CC=1C(CCCC1O)=O)C